C(=C)(C)[C@@H](C(=O)O)CC=C(C)C (S)-2-isopropenyl-5-methyl-4-hexenoic acid